methyl 4-[(3-carbamoyl-4-methyl-phenyl)methyl]norbornane-1-carboxylate C(N)(=O)C=1C=C(C=CC1C)CC12CCC(CC1)(C2)C(=O)OC